5-bromo-1,4-dihydro-1,4-methyleneisoquinolin-3(2H)-one BrC1=C2C3C(NC(C2=CC=C1)C3)=O